2-(2-fluoropyridin-4-yl)-1-methoxypropan-2-ol FC1=NC=CC(=C1)C(COC)(C)O